COC1=NC=CC=C1NC1=CC=C(C=C1)O[Si](C(C)C)(C(C)C)C(C)C methoxy-N-{4-[(triisopropylsilyl)oxy]phenyl}pyridin-3-amine